CN1C(C(CCC1=O)N1C(N(C2=C1C=CC(=C2)C#CCOCCOCC#C)C)=O)=O 1-methyl-3-(3-methyl-2-oxo-5-[3-[2-(prop-2-yn-1-yloxy)ethyloxy]prop-1-yn-1-yl]-1,3-benzodiazol-1-yl)piperidine-2,6-dione